(2-oxo-2-((3-phenylpropyl)amino)ethyl)carbamic acid tert-butyl ester C(C)(C)(C)OC(NCC(NCCCC1=CC=CC=C1)=O)=O